N-((1S,2R)-2-((4-isopropyl-2-(methylcarbamoyl)-6-nitrophenyl)amino)cyclohexyl)-2-oxo-1,2-dihydroquinoline-4-carboxamide C(C)(C)C1=CC(=C(C(=C1)[N+](=O)[O-])N[C@H]1[C@H](CCCC1)NC(=O)C1=CC(NC2=CC=CC=C12)=O)C(NC)=O